C(=C)[SiH2]OCC(OC)(OC)OC VinyltriMethoxyethoxysilane